ClC=1C=NC(=C2C(C=C(N(C12)C1=C(C=C(C=C1Cl)OCCO)Cl)C)=O)OCCC(=O)N 3-((8-chloro-1-(2,6-dichloro-4-(2-hydroxyethoxy)phenyl)-2-methyl-4-oxo-1,4-dihydro-1,6-naphthyridin-5-yl)oxy)propanamide